tert-butyl 2-((3-chloro-2-(2-chloro-3-nitrophenyl) pyridin-4-yl) carbamoyl)-1-methyl-1,4,6,7-tetrahydro-5H-imidazo[4,5-c]pyridine-5-carboxylate ClC=1C(=NC=CC1NC(=O)C=1N(C2=C(CN(CC2)C(=O)OC(C)(C)C)N1)C)C1=C(C(=CC=C1)[N+](=O)[O-])Cl